2-(2,3-difluoro-4-((2-methoxy-5-(trifluoromethyl)benzamido)methyl)phenyl)-7-(piperazin-1-yl)-9,10-dihydro-4H-benzo[d]pyrazolo[1,5-a][1,3]diazepine-3-carboxamide FC1=C(C=CC(=C1F)CNC(C1=C(C=CC(=C1)C(F)(F)F)OC)=O)C1=NN2C(NC3=C(CC2)C=C(C=C3)N3CCNCC3)=C1C(=O)N